stearoyl glutamate N[C@@H](CCC(=O)[O-])C(=O)OC(CCCCCCCCCCCCCCCCC)=O